1-methyl-2-oxabicyclo[2.2.2]Octane-4-carbonyl chloride CC12OCC(CC1)(CC2)C(=O)Cl